2-((2-((6-Methoxy-2-methyl-1,2,3,4-tetrahydroisoquinolin-7-yl)amino)-5-(pyridin-3-yl)-7H-pyrrolo[2,3-d]pyrimidin-4-yl)amino)-N,N-dimethylbenzenesulfonamide COC=1C=C2CCN(CC2=CC1NC=1N=C(C2=C(N1)NC=C2C=2C=NC=CC2)NC2=C(C=CC=C2)S(=O)(=O)N(C)C)C